bis(2-pentylheptyl)11-(2-(diethylamino)ethyl)-7,15-dioxo-6,16-dipentyl-8,14-dioxa-6,11,16-triazahenicosanedioate C(CCCC)C(COC(CCCCN(C(OCCN(CCOC(N(CCCCC(=O)OCC(CCCCC)CCCCC)CCCCC)=O)CCN(CC)CC)=O)CCCCC)=O)CCCCC